tert-butyl((1s,4s)-4-((4-(benzo[d]thiazol-6-ylamino)-7-(1-methyl-1H-pyrazol-4-yl)quinazolin-5-yl)oxy)cyclohexyl)carbamate C(C)(C)(C)OC(NC1CCC(CC1)OC1=C2C(=NC=NC2=CC(=C1)C=1C=NN(C1)C)NC1=CC2=C(N=CS2)C=C1)=O